N-(6-fluoroquinolin-8-yl)-5-(4-(pyrrolidin-1-yl)piperidin-1-yl)pyrazine-2-carboxamide FC=1C=C2C=CC=NC2=C(C1)NC(=O)C1=NC=C(N=C1)N1CCC(CC1)N1CCCC1